(2R)-3-(4-(4-(1-(1,1,1-trifluorobutan-2-yl)-1H-pyrazol-4-yl)pyrazolo[1,5-a]pyrazin-6-yl)-1H-pyrazol-1-yl)propane-1,2-diol FC(C(CC)N1N=CC(=C1)C=1C=2N(C=C(N1)C=1C=NN(C1)C[C@H](CO)O)N=CC2)(F)F